4-([2-[6-oxo-5-(trifluoromethyl)-1,6-dihydropyridazin-4-yl]-2,3-dihydro-1H-isoindol-1-yl]methoxy)pyrimidine-2-carboxylic acid O=C1C(=C(C=NN1)N1C(C2=CC=CC=C2C1)COC1=NC(=NC=C1)C(=O)O)C(F)(F)F